4-(3-phenylureido)benzene C1(=CC=CC=C1)NC(NC1=CC=CC=C1)=O